FC1=CC(=CC=2OC[C@@H](C(NC21)=O)NC(=O)C2=NN1C(CCC[C@H]1C(F)(F)F)=N2)C (S)-N-((S)-6-fluoro-8-methyl-4-oxo-2,3,4,5-tetrahydrobenzo[b][1,4]oxazepin-3-yl)-5-(trifluoromethyl)-5,6,7,8-tetrahydro-[1,2,4]triazolo[1,5-a]pyridine-2-carboxamide